1,18-octadecanediol distearate C(CCCCCCCCCCCCCCCCC)(=O)OCCCCCCCCCCCCCCCCCCOC(CCCCCCCCCCCCCCCCC)=O